COC1=NC=CC=C1CC1(CC1)NC(CC1N(CCCC1)C)=O N-(1-((2-methoxypyridin-3-yl)methyl)cyclopropyl)-2-(1-methylpiperidin-2-yl)acetamide